C(CCC)OC(=O)C=C(CC(=O)OCCCC)C(=O)OCCCC tributylprop-1-ene-1,2,3-tricarboxylate